C(C(=C)C)(=O)OCCCCCCOC1=CC=C(C=C1)C1=CC=C(C=C1)OCCCCCCOC(C(=C)C)=O 4,4'-Bis[6-(methacryloyloxy)hexyloxy]biphenyl